CC1(CCC(CN1)NC1=NC=C(C(=N1)C1=CNC=2C(N(CCCC21)C(C)C2CCOCC2)=O)C(F)(F)F)C 3-{2-[(6,6-dimethylpiperidin-3-yl)amino]-5-(trifluoromethyl)pyrimidin-4-yl}-7-[1-(oxan-4-yl)ethyl]-1H,4H,5H,6H,7H,8H-pyrrolo[2,3-c]azepin-8-one